N[C@H]1CS(C2=C(N(C1=O)CC1=CC=C(C=C1)Cl)C=C(C(=C2)F)C2=NOC(=N2)CC)(=O)=O (3R)-3-amino-5-[(4-chlorophenyl)methyl]-7-(5-ethyl-1,2,4-oxadiazol-3-yl)-8-fluoro-1,1-dioxo-2,3-dihydro-1λ6,5-benzothiazepine-4-one